C(C)OC(COC1=C(C=CC(=C1)C1=NC(=CC=C1)C1=C(C=C(C=C1)OC)OC)OC)=O 2-methoxy-5-(6-(2,4-dimethoxyphenyl)-2-pyridinyl)phenoxyacetic acid ethyl ester